CC1OC(CN(C1)C1=NC2=CC=C(C=C2C=N1)C1(CC2(C1)CC(C2)N)N)C 2-(2-(2,6-dimethylmorpholino)quinazolin-6-yl)spiro[3.3]heptane-2,6-diamine